N-ethylpiperazine-1-sulfonamide C(C)NS(=O)(=O)N1CCNCC1